FC1=C(C=CC(=C1)F)N1N=C(C2=CC=CC=C2C1=O)C=1C=C(C=CC1)C1(CCC1)C(=O)O 1-(3-(3-(2,4-Difluorophenyl)-4-oxo-3,4-dihydrophthalazin-1-yl)phenyl)cyclobutane-1-carboxylic Acid